Cl.C12N(CC(NC1)C2)C=2C=CC=1N=CN=C(C1N2)NC2=CC(=C(C=C2)OC2=CC=1N(C=C2)N=CN1)C 6-{2,5-diazabicyclo[2.2.1]heptan-2-yl}-N-(3-methyl-4-{[1,2,4]triazolo[1,5-a]pyridin-7-yloxy}phenyl)pyrido[3,2-d]pyrimidin-4-amine hydrochloride